NC1=CC(=NC=C1)OCC(CO)O 3-((4-aminopyridin-2-yl)oxy)propane-1,2-diol